4-[2-(6-{2-[(Cyclobutylmethyl)amino]propan-2-yl}-1-oxo-3H-isoindol-2-yl)-6-cyclopropylpyridin-4-yl]-3-(4-methyl-1,2,4-triazol-3-yl)benzonitrile C1(CCC1)CNC(C)(C)C1=CC=C2CN(C(C2=C1)=O)C1=NC(=CC(=C1)C1=C(C=C(C#N)C=C1)C1=NN=CN1C)C1CC1